N-(pyridin-4-ylmethyl)-5-(4-(trifluoromethyl)phenyl)-2-naphthacenecarboxamide N1=CC=C(C=C1)CNC(=O)C1=CC2=CC3=CC4=CC=CC=C4C=C3C(=C2C=C1)C1=CC=C(C=C1)C(F)(F)F